ClC=1C=C(C#N)C=C(C1)OC1=C2CC([C@H](C2=C(C=C1)SC(F)(F)F)O)(F)F 3-chloro-5-[(1S)-2,2-difluoro-1-hydroxy-7-(trifluoromethylsulfanyl)indan-4-yl]oxy-benzonitrile